ethyl 3-((4-butoxyphenyl)sulfonyl)-4-(4-(2-(piperidin-1-yl)ethyl)-1,4-diazepan-1-yl)quinoline-6-carboxylate C(CCC)OC1=CC=C(C=C1)S(=O)(=O)C=1C=NC2=CC=C(C=C2C1N1CCN(CCC1)CCN1CCCCC1)C(=O)OCC